ClC1=CC(=C(C=C1)N1[C@H]2CN([C@@H](C1)C2)C2=C(N)C=CC=C2)F 2-[(1R,4R)-5-(4-chloro-2-fluorophenyl)-2,5-diazabicyclo[2.2.1]heptan-2-yl]aniline